OC=1C2=C(NC(C1)=O)C=CS2 7-hydroxythieno[3,2-b]pyridin-5(4H)-one